3-(2-methyl-3-hydroxypropoxy)benzoic acid CC(COC=1C=C(C(=O)O)C=CC1)CO